N1CC(CC1)OC(=O)N1CCN(CC1)C1=NC=2N(C=C1)N=CC2C=2C(=NC=CC2)OC Pyrrolidin-3-yl-4-[3-(2-methoxy-3-pyridyl)pyrazolo[1,5-a]pyrimidin-5-yl]piperazine-1-carboxylate